5-(3-Hydroxynonan-3-yl)-2-(3-methylcyclohex-3-en-1-yl)-3-propan-2-yloxyphenol OC(CC)(CCCCCC)C=1C=C(C(=C(C1)O)C1CC(=CCC1)C)OC(C)C